C(=O)(OCC1=CC=CC=C1)N[C@H](CC1=CNC2=CC=CC=C12)C(=O)O N-Cbz-D-tryptophan